FC1=C(C=C(C=C1)N1N=CC2=CC(=CC=C12)C1=C(C=C(C=C1)O)C(F)(F)F)O 2-Fluoro-5-(5-(4-hydroxy-2-(trifluoromethyl)phenyl)-1H-indazol-1-yl)phenol